C(N)(OC1=C(C(=CC=C1)N=NC1=C(C=CC=C1F)F)C(C)(C)C)=O tert-butyl-{3-[(2,6-difluorophenyl) diazenyl] phenyl} carbamate